C1(CCC1)OC1=CN=CC(=N1)C1=CC(=C(C(=C1)F)C(CCCC(=O)O)C)F 5-[4-[6-(cyclobutoxy)pyrazin-2-yl]-2,6-difluoro-phenyl]hexanoic acid